1-(2-ethoxyethoxy)-1,1,2,2,2-pentafluoroethane C(C)OCCOC(C(F)(F)F)(F)F